ClC=1C(=CC(=NC1)OC)C1=CC(=NN1)C(=O)N1CCC(CC1)C(=O)NC1(CCC(CC1)C)C (5-(5-chloro-2-methoxypyridin-4-yl)-1H-pyrazole-3-carbonyl)-N-(1,4-dimethylcyclohexyl)piperidine-4-carboxamide